1-Cyclohexyl-2-(cyclohexylmethyl)-pentadecane C1(CCCCC1)CC(CCCCCCCCCCCCC)CC1CCCCC1